C(C)OC1=CC=C(C=N1)C1=CN=CC(=N1)C(=O)NNCC=1C(=NC=C(C1)C(C)O)F 6-(6-ethoxypyridin-3-yl)-N'-((2-fluoro-5-(1-hydroxyethyl)pyridin-3-yl)methyl)pyrazine-2-carbohydrazide